5-propyl cytidine-5'-triphosphate P(O)(=O)(OP(=O)(O)OP(=O)(O)O)OC[C@@H]1[C@H]([C@H]([C@@H](O1)N1C(=O)N=C(N)C(=C1)CCC)O)O